FC(C(CNC(C1=CN=CC(=C1N1C[C@]2(CCCN2)CC1)C1=CC(=CC(=C1)F)F)=O)O)(F)F N-(3,3,3-trifluoro-2-hydroxypropyl)-4-{(S)-1,7-diaza-7-spiro[4.4]nonyl}-5-(3,5-difluorophenyl)nicotinamide